C(C)N(C(OC(C)(C)C)=O)[C@H]1CN(CC1)C=1C2=CN(N=C2C(=CC1)C(NC=1C=C(C=2N(C1)C=C(N2)C)F)=O)C tert-butyl N-ethyl-N-[(3R)-1-[7-({8-fluoro-2-methylimidazo[1,2-a]pyridin-6-yl} carbamoyl)-2-methylindazol-4-yl]pyrrolidin-3-yl]carbamate